ClC1=C(C=CC=C1)NC(CNCC1=C(C=CC=C1)N)=O N-(2-chlorophenyl)-2-((2-aminobenzyl)amino)acetamide